6-[(3S)-4-[3-(6-fluoro-4-oxo-3H-quinazolin-2-yl)propionyl]-3-methyl-piperazin-1-yl]pyridine-3-carbonitrile FC=1C=C2C(NC(=NC2=CC1)CCC(=O)N1[C@H](CN(CC1)C1=CC=C(C=N1)C#N)C)=O